CS(=O)(=O)OC[C@@H]1[C@](C1)(C1=C(C=CC(=C1)F)OC)/N=C/C1=CC=CC=C1 ((1S,2R)-2-(((E)-benzylidene) amino)-2-(5-fluoro-2-methoxyphenyl) cyclopropyl)-methyl methanesulfonate